1-((2,3-Bis(stearoyloxy)propyl)amino)-3-carboxy-1-oxopropan-2-aminium Chloride [Cl-].C(CCCCCCCCCCCCCCCCC)(=O)OC(CNC(C(CC(=O)O)[NH3+])=O)COC(CCCCCCCCCCCCCCCCC)=O